O1CC[C@@H](C2=CC=CC=C12)NC(=O)C=1C=NC2=C(C=NC=C2C1N(C)C)C1=CC(=CC(=C1)Cl)Cl N-[(4S)-chroman-4-yl]-8-(3,5-dichlorophenyl)-4-(dimethylamino)-1,6-naphthyridine-3-carboxamide